CN(C1=CC=CC=C1)CC1=CC=C(C=C1)NC(OC(C)(C)C)=O tert-butyl (4-((methyl(phenyl)amino)methyl)phenyl)carbamate